1-(4-chlorophenyl)-2-pyrrolidin-1-yl-ethanamine ClC1=CC=C(C=C1)C(CN1CCCC1)N